8-vinyl-1,6-naphthyridine C(=C)C=1C=NC=C2C=CC=NC12